C(C1=CC=CC=C1)OC=1C(=C(C(=O)O[C@H]2[C@@H](OC3=CC(=CC(=C3C2)OCC2=CC=CC=C2)OCC2=CC=CC=C2)C2=CC(=C(C(=C2)OCC2=CC=CC=C2)OCC2=CC=CC=C2)OCC2=CC=CC=C2)C(=C(C1OCC1=CC=CC=C1)OC)F)F (2S,3R)-5,7-bis(benzyloxy)-2-(3,4,5-tris(benzyloxy)phenyl)chroman-3-yl 3,4-bis(benzyloxy)-2,6-difluoro-5-methoxybenzoate